C(CCC)[Sn](C1=CN=C(S1)NC(OCCCC)=O)(CCCC)CCCC butyl (5-(tributylstannyl)thiazol-2-yl)carbamate